1-[4-({4-[(3S,4S)-3,4-difluoropyrrolidin-1-yl]-5-(2,2,2-trifluoroethyl)pyrimidin-2-yl}amino)phenyl]piperidin-3-ol F[C@H]1CN(C[C@@H]1F)C1=NC(=NC=C1CC(F)(F)F)NC1=CC=C(C=C1)N1CC(CCC1)O